OCC#CC=1C=C2CN(C(C2=CC1)=O)C1C(NC(CC1)=O)=O 3-(5-(3-hydroxy-prop-1-yn-1-yl)-1-oxoisoindolin-2-yl)piperidine-2,6-dione